C(C)OC1=CC=C(C=N1)C1=NC(=NC=C1F)NC1CCN(CC1)S(=O)(=O)C 4-(6-ethoxypyridin-3-yl)-5-fluoro-N-(1-(methylsulfonyl)piperidin-4-yl)pyrimidin-2-amine